2-((4-fluoro-2-methylphenyl)amino)-N-(6-methoxypyridin-3-yl)-5-(trifluoromethyl)benzamide FC1=CC(=C(C=C1)NC1=C(C(=O)NC=2C=NC(=CC2)OC)C=C(C=C1)C(F)(F)F)C